OCC(C)(C)N(CCCCCCCC(=O)OCCCC(CCCCCC)CCCCCC)CCCCCC(OCCCCCCCCCCC)=O 4-hexyldecyl 8-((1-hydroxy-2-methylpropan-2-yl)(6-oxo-6-(undecyloxy)hexyl) amino)octanoate